FC1=C(C=CC(=C1)C(F)(F)F)COC1CN(C1)C(=O)N1C[C@@H](CC1)N1C=NN=C1 [3-[[2-Fluoro-4-(trifluoromethyl)phenyl]methoxy]azetidin-1-yl]-[(3R)-3-(1,2,4-triazol-4-yl)pyrrolidin-1-yl]methanone